COC1=CC=C(CN2C3=C(C=C(CC2=O)C=2OC(=CN2)C)C=CC(=C3)C=3C=NN(C3)C(C(=O)N)(C)C)C=C1 2-(4-(1-(4-Methoxybenzyl)-4-(5-methyloxazol-2-yl)-2-oxo-2,3-dihydro-1H-benzo[b]azepin-8-yl)-1H-pyrazol-1-yl)-2-methylpropanamide